5-chloro-N-((1r,4r)-4-((6-chloro-3-(2-fluorophenyl)-3-hydroxy-2-oxoindolin-1-yl)methyl)cyclohexyl)-2-(difluoromethyl)nicotinamide ClC=1C=NC(=C(C(=O)NC2CCC(CC2)CN2C(C(C3=CC=C(C=C23)Cl)(O)C2=C(C=CC=C2)F)=O)C1)C(F)F